IC=1C(=CC2=C(OCO2)C1)SC=1N(C2=NC=NC(=C2N1)N)CCCNC(C)C 8-[(6-iodo-1,3-benzodioxol-5-yl)sulfanyl]-9-[3-(propan-2-ylamino)propyl]purin-6-amine